C(C=1C(C(=O)OCCCCCCC(=C)CC)=CC=CC1)(=O)OCCCCCCC(=C)CC di(7-ethyl-7-octenyl) phthalate